CN(C1=CC=C2C=C(C(OC2=C1)=O)C(=O)N1CCN(CC1)C1=CC=C(C=CC2=CCN(C=C2)C)C=C1)C 4-(4-(4-(7-(dimethylamino)-2-oxo-2H-chromene-3-carbonyl)piperazin-1-yl)styryl)-1-methylpyridin